O=C1NC(CCC1OC1=CC(=C(C=C1)N1CCC(CC1)(O)CC(=O)OC(C)(C)C)F)=O tert-butyl 2-(1-(4-((2,6-dioxopiperidin-3-yl)oxy)-2-fluorophenyl)-4-hydroxypiperidin-4-yl)acetate